CC(=CCS)C 3-Methyl-2-buten-1-thiol